3-((4-methylpiperazin-1-yl)sulfonyl)benzoic acid methyl ester COC(C1=CC(=CC=C1)S(=O)(=O)N1CCN(CC1)C)=O